C(#N)[C@@H](C[C@H]1C(NCC1)=O)NC(=O)[C@@H]1N(C[C@H]2[C@@H]1CC(C2)(F)F)C(=O)C=2NC1=CC=CC(=C1C2)OC (1R,3aR,6aS)-N-((R)-1-cyano-2-((S)-2-oxopyrrolidin-3-yl)ethyl)-2-(4-methoxy-1H-indole-2-carbonyl)-5,5-difluorooctahydrocyclopenta[c]pyrrole-1-carboxamide